(E)-6-methoxy-4-(4-methoxystyryl)benzofuran-2-carboxylic acid COC1=CC2=C(C=C(O2)C(=O)O)C(=C1)\C=C\C1=CC=C(C=C1)OC